CC1(C(NC2=CC=CC=C12)=O)C 3,3-dimethyl-2-oxoindoline